CNC(C(=O)[O-])CC N-methylaminobutyrate